Nickel Bis(Dithiolane) S1SCCC1.S1SCCC1.[Ni]